3-(6-amino-8-((6-(dimethylamino)benzo[d][1,3]dioxol-5-yl)thio)-9H-purin-9-yl)-N-isobutylpropanamide NC1=C2N=C(N(C2=NC=N1)CCC(=O)NCC(C)C)SC1=CC2=C(OCO2)C=C1N(C)C